N1(CCC1)CC1=CC=C(S1)C=1N=NN(C1)CC1=C(C=C(C=N1)C=1OC(=NN1)C(F)F)F 2-(6-((4-(5-(azetidin-1-ylmethyl)thiophen-2-yl)-1H-1,2,3-triazol-1-yl)methyl)-5-fluoropyridin-3-yl)-5-(difluoromethyl)-1,3,4-oxadiazole